8-(3-acetylphenyl)-3-amino-N-propylimidazo[1,2-a]pyridine-2-carboxamide C(C)(=O)C=1C=C(C=CC1)C=1C=2N(C=CC1)C(=C(N2)C(=O)NCCC)N